(S)-4-((3,4-dioxo-2-((2,5,5-trimethyl-4,5,6,7-tetrahydrobenzo[d]thiazol-4-yl)amino)cyclobut-1-en-1-yl)amino)-3-hydroxy-N-isopropyl-N-methylpicolinamide O=C1C(=C(C1=O)NC1=C(C(=NC=C1)C(=O)N(C)C(C)C)O)N[C@H]1C(CCC2=C1N=C(S2)C)(C)C